1,7-bis(3-thietanyl)-1,2,4,5,7-pentathiaheptane S1CC(C1)SSCSSCSC1CSC1